4-(phenylthio)phenyl-1,2-octanedione 2-(O-benzoyloxime) C(C1=CC=CC=C1)(=O)ON=C(C(=O)C1=CC=C(C=C1)SC1=CC=CC=C1)CCCCCC